C(C)N1CCC2(C[C@@H]2C(=O)N[C@@H](CCCCCC(CC)=O)C=2NC(=CN2)C=2C(=NC3=CC=CC=C3C2)O)CC1 (S)-6-Ethyl-N-((S)-1-(5-(2-hydroxychinolin-3-yl)-1H-imidazol-2-yl)-7-oxononyl)-6-azaspiro[2.5]octan-1-carboxamid